C(C1CS1)SSSCC1CS1 bis(2,3-epithiopropyl) trisulfide